2-(4-cyclopropyl-6-methoxypyrimidin-5-yl)-N-(4-(1-isopropyl-4-(trifluoromethyl)-1H-imidazol-2-yl)benzyl)-9H-purin-6-amine C1(CC1)C1=NC=NC(=C1C1=NC(=C2N=CNC2=N1)NCC1=CC=C(C=C1)C=1N(C=C(N1)C(F)(F)F)C(C)C)OC